FC(C(=O)O)(F)F.F[C@@H]1[C@@H](C1)C(=O)NC=1SC2=C(N1)C=CC(=C2)C=2C=NC(=CC2C)CF (1S,2S)-2-fluoro-N-(6-(6-(fluoromethyl)-4-methylpyridin-3-yl)benzo[d]thiazol-2-yl)cyclopropane-1-carboxamide trifluoroacetate salt